5-amino-N-(4-fluorophenyl)-1H-pyrazolo[3,4-b]pyridine-3-carboxamide NC=1C=C2C(=NC1)NN=C2C(=O)NC2=CC=C(C=C2)F